3,6-di-tert-butyl-4-cresol C(C)(C)(C)C1=CC(=C(C=C1C)C(C)(C)C)O